C(=C=O)C(=O)C(C(/C=C/C=1C=C(OC)C(=CC1)O)=O)C(=O)\C=C\C1=CC=C(O)C(OC)=C1 mono-ketenemonocarbonyl-curcumin